C[C@H]1C[C@@]2(CCN1C(=O)O)OCC1(C3=C2SC=C3)SCCCS1.C(CCCCC)P(CCP(CCCCCC)CCCCCC)CCCCCC 1,2-bis(dihexylphosphino)ethane (6''S,7'R)-6''-methyl-5'H-dispiro[1,3-dithiane-2,4'-thieno[2,3-C]pyran-7',4''-piperidine]-1''-formate